C(C)N1N=C(C(=C1C=1NC(=NN1)C1=C2C=NN(C2=CC(=C1)C(=O)N)C)I)C 4-[5-(1-ethyl-4-iodo-3-methyl-1H-pyrazol-5-yl)-4H-1,2,4-triazol-3-yl]-1-methyl-1H-indazole-6-carboxamide